3-cyclopropyl-9-[[4-(5-fluoro-3-pyridinyl)-1,2,4-triazol-3-yl]amino]-N-isobutyl-8,9-dihydro-7H-cyclopenta[H]isoquinoline-5-sulfonamide C1(CC1)C=1N=CC=2C3=C(C=C(C2C1)S(=O)(=O)NCC(C)C)CCC3NC3=NN=CN3C=3C=NC=C(C3)F